3-[3-piperidinyl]-1-sulfamoyl-pyrrole-2-carboxylic acid, hydrochloride Cl.N1CC(CCC1)C1=C(N(C=C1)S(N)(=O)=O)C(=O)O